BrC=1C(=NC(=C(C1Cl)C1OCCCO1)Cl)Cl 3-bromo-2,4,6-trichloro-5-(1,3-dioxan-2-yl)pyridine